OC[C@H]1CN(CCN1CCN(CCCCCC(OCCCCCCCCCCC)=O)CCCCCCCC(=O)OC(CCCCCCCC)CCCCCCCC)C(=O)OC(C)(C)C tert-butyl (3R)-3-(hydroxymethyl)-4-[2-[[8-(1-octylnonoxy)-8-oxo-octyl]-(6-oxo-6-undecoxy-hexyl)amino]ethyl]piperazine-1-carboxylate